4-bromo-3-(2-carboxyethyl)benzoic acid BrC1=C(C=C(C(=O)O)C=C1)CCC(=O)O